2-dimethylamino-5-(2,2,2-trifluoroethoxy)benzoic acid CN(C1=C(C(=O)O)C=C(C=C1)OCC(F)(F)F)C